(2E,6E,10E)-2-chloro-3,7,11,15-tetramethylhexadeca-2,6,10,14-tetraen-1-ol Cl\C(\CO)=C(\CC\C=C(\CC\C=C(\CCC=C(C)C)/C)/C)/C